O=C1NC(CCC1N1C(C2=CC=C(C=C2C1=O)NCCCCCCN1N=CC(=C1)C1=NC(=CC=C1)C)=O)=O 2-(2,6-dioxopiperidin-3-yl)-5-((6-(4-(6-methylpyridin-2-yl)-1H-pyrazol-1-yl)hexyl)amino)isoindoline-1,3-dione